1,1-bis(4-hydroxyphenyl)perfluorocyclohexane OC1=CC=C(C=C1)C1(C(C(C(C(C1(F)F)(F)F)(F)F)(F)F)(F)F)C1=CC=C(C=C1)O